2-cyclopropyl-1-[(2-oxo-4-propylpyrrolidin-1-yl)methyl]-1H-benzimidazole-5-carbonitrile C1(CC1)C1=NC2=C(N1CN1C(CC(C1)CCC)=O)C=CC(=C2)C#N